(2-Chloro-6-methylphenyl)-[4-(5-hydroxypyridin-2-yl)-piperazin-1-yl]-methanone ClC1=C(C(=CC=C1)C)C(=O)N1CCN(CC1)C1=NC=C(C=C1)O